[I-].ClC1=CC(=[N+](C=C1)C)C1=CC=C(C=C1)OCCCCCCCC 4-chloro-1-methyl-2-(4-(octyloxy)phenyl)pyridinium iodide